(S)-2,3-dimethyl-5-(1-methylpyrrolidin-2-yl)pyridine CC1=NC=C(C=C1C)[C@H]1N(CCC1)C